5-(5,5-dimethoxypentoxy)-2-(2,6-dioxo-3-piperidyl)isoindoline-1,3-dione COC(CCCCOC=1C=C2C(N(C(C2=CC1)=O)C1C(NC(CC1)=O)=O)=O)OC